FC1(C2CN(CC12)C1=NC(=CC(=N1)C(=O)NNC(C1=C(C=C(C=C1)I)N1CCC2(CC2)CC1)=O)C)F 2-(6,6-Difluoro-3-azabicyclo[3.1.0]hexan-3-yl)-N'-(4-iodo-2-(6-azaspiro[2.5]octane-6-yl)Benzoyl)-6-methylpyrimidine-4-carbohydrazide